4-(dihydroxyboryl)-N-dodecyl-2-fluorobenzamide OB(C1=CC(=C(C(=O)NCCCCCCCCCCCC)C=C1)F)O